FC=1C=C(C=CC1F)NC1CCC(CC1)N N1-(3,4-difluorophenyl)cyclohexane-1,4-diamine